Quinuclidin-3-yl (2-(4'-fluoro-[1,1-biphenyl]-3-yl)propan-2-yl)carbamate FC1=CC=C(C=C1)C1=CC(=CC=C1)C(C)(C)NC(OC1CN2CCC1CC2)=O